7-((1-((2-(trimethylsilyl)ethoxy)methyl)-1H-indazol-5-yl)sulfonyl)-2,3-dihydro-1H-pyrrolizine-5-carboxylic acid C[Si](CCOCN1N=CC2=CC(=CC=C12)S(=O)(=O)C=1C=C(N2CCCC12)C(=O)O)(C)C